tert-butyl (tert-butoxycarbonyl)((1-(4-cyanophenyl)-1H-imidazol-4-yl)methyl)carbamate C(C)(C)(C)OC(=O)N(C(OC(C)(C)C)=O)CC=1N=CN(C1)C1=CC=C(C=C1)C#N